4-methoxy-2,5-bis(2-methylpentan-2-yl)phenol COC1=CC(=C(C=C1C(C)(CCC)C)O)C(C)(CCC)C